N-(6-((5-bromo-2-((4-((3R,4R)-3-fluoro-4-(4-methylpiperazin-1-yl)piperidin-1-yl)-2-methoxy-5-methylphenyl)amino)pyrimidin-4-yl)amino)quinoxalin-5-yl)methanesulfonamide BrC=1C(=NC(=NC1)NC1=C(C=C(C(=C1)C)N1C[C@H]([C@@H](CC1)N1CCN(CC1)C)F)OC)NC=1C(=C2N=CC=NC2=CC1)NS(=O)(=O)C